N-(4-((2-(dimethylphosphoryl)phenyl)amino)-2-methyl-3-oxo-2,3-dihydro-1H-pyrazolo[3,4-b]pyridin-6-yl)cyclopropanecarboxamide CP(=O)(C)C1=C(C=CC=C1)NC1=C2C(=NC(=C1)NC(=O)C1CC1)NN(C2=O)C